C(C1=CC=CC=C1)(C1=CC=CC=C1)N1CC2C(C1)CN(C2)CC=2C(=C1CN(C(C1=CC2)=O)C2C(NC(CC2)=O)=O)F 3-(5-((5-benzhydryl-hexahydropyrrolo[3,4-c]pyrrol-2(1H)-yl)methyl)-4-fluoro-1-oxoisoindolin-2-yl)piperidine-2,6-dione